N,N-Dimethylaminonaphthalin CN(C)C1=CC=CC2=CC=CC=C12